(rac)-trans-3-amino-1-((3-((tert-butoxycarbonyl)amino)azetidin-1-yl)sulfonyl)-4-(3-(4,4,5,5-tetramethyl-1,3,2-dioxaborolan-2-yl)propyl)pyrrolidine-3-carboxylic acid N[C@@]1(CN(C[C@H]1CCCB1OC(C(O1)(C)C)(C)C)S(=O)(=O)N1CC(C1)NC(=O)OC(C)(C)C)C(=O)O |r|